C1CCC2=CC(=CC=C12)OC(C(=O)[O-])CCC 2,3-dihydro-1H-inden-5-yl-oxy-pentanoate